tri(trifluoro ethoxy) borate B(OOCC(F)(F)F)(OOCC(F)(F)F)OOCC(F)(F)F